(1S,3S,5S)-N-(6-bromo-3-methylpyridin-2-yl)-2-azabicyclo[3.1.0]hexane-3-carboxamide hydrochloride Cl.BrC1=CC=C(C(=N1)NC(=O)[C@H]1N[C@H]2C[C@H]2C1)C